C(C)(C)NC1CC(C(CC1)C)NC(C)C N1,N3-diisopropyl-4-methyl-cyclohexane-1,3-diamine